C(C)(C)(C)OC(=O)N1CCC(CC1)(C(=O)N[C@H](C(=O)O)CCCCCCCC1=NC=2NCCCC2C=C1)C(F)(F)F (S)-2-(1-(tert-butoxycarbonyl)-4-(trifluoromethyl)piperidine-4-carboxamido)-9-(5,6,7,8-tetrahydro-1,8-naphthyridin-2-yl)nonanoic acid